ClC1=NC=CC=C1OC1CCN(CC1)C(CNC(=O)C1=NNC(=C1)C1=CC=C(C=C1)F)=O 5-(4-Fluoro-phenyl)-1H-pyrazole-3-carboxylic acid {2-[4-(2-chloro-pyridin-3-yloxy)-piperidin-1-yl]-2-oxo-ethyl}-amide